O(C1=CC=CC=C1)C1=CC=CC=N1 6-phenoxypyridin